BrC1=CC=C2C(=NN(C2=C1)CCN(C)C)C(=O)C1COC2=CC=C(C=C2C1)Cl (6-bromo-1-(2-(dimethylamino)ethyl)-1H-indazol-3-yl)(6-chlorochroman-3-yl)methanone